CN1N=C(C2=CC=C(C=C12)C1CN(CCC1)C(NCCC(C)C1=CC=CC=C1)=O)C(=O)N methyl-6-{1-[(3-phenylbutyl)carbamoyl]piperidin-3-yl}-1H-indazole-3-carboxamide